17-methyl-pentatriacontane CC(CCCCCCCCCCCCCCCC)CCCCCCCCCCCCCCCCCC